NC1=NNC2=C1C(=NC=C2C2=NN1C(CNCC1)=C2)C2=CC=C(CNC(C1=C(C=CC(=C1)F)OC)=O)C=C2 N-(4-(3-amino-7-(4,5,6,7-tetrahydropyrazolo[1,5-a]pyrazin-2-yl)-1H-pyrazolo[4,3-c]pyridin-4-yl)benzyl)-5-fluoro-2-methoxybenzamide